Methyl-(5RS)-2-[3-fluoro-4-(trifluoromethoxy)benzyl]-3-oxo-2,3,5,6,7,8-hexahydro[1,2,4]triazolo[4,3-a]pyridine-5-carboxylate COC(=O)[C@H]1CCCC=2N1C(N(N2)CC2=CC(=C(C=C2)OC(F)(F)F)F)=O |r|